tri-tert-butylpyrimidine C(C)(C)(C)C=1C(=NC(=NC1)C(C)(C)C)C(C)(C)C